C(C)(C)(C)C1=CC(=C2CCC(C2=C1)(C)C)C(C)=O 1-(6-tert-butyl-1,1-dimethyl-2,3-dihydro-1h-inden-4-yl)ethanone